C1(CC1)CC(=O)NC1=CSC(=C1)C1=NC(=CN=C1)C1=CC(=C(C=C1)C(=O)N1CCC(CC1)OC)OC 2-cyclopropyl-N-(5-(6-(3-methoxy-4-(4-methoxypiperidine-1-carbonyl)phenyl)pyrazin-2-yl)thiophen-3-yl)acetamide